FC=1C=C(C=CC1OC(F)(F)F)NC(NC1CCC(CC1)OC1=CC=CC=C1)=O 4-(((1r,4r)-4-(3-(3-fluoro-4-(trifluoromethoxy)phenyl)ureido)cyclohexyl)oxy)benzene